Cl.O1C(COCC1)CN (1,4-dioxan-2-yl)methanamine hydrochloride